FC(CN1C[C@@H]([C@H](CC1)NC(=O)C1=CC(=CC=2N(C=NC21)CC(F)(F)F)C#CCNC=2C(OC)=CC=C(C2)C(NC)=O)C)F N-[(3S,4S)-1-(2,2-difluoroethyl)-3-methyl-4-piperidyl]-6-{3-[4-(N-methylcarbamoyl)-2-anisidino]-1-propynyl}-1-(2,2,2-trifluoroethyl)-1H-1,3-benzimidazole-4-carboxamide